O[C@@H](CC)C1=CC(=C(C=N1)C1=NC=C2C=C(N=CC2=C1)NC(=O)[C@@H]1OCC1)C (2R)-N-(7-{6-[(1S)-1-hydroxypropyl]-4-methylpyridin-3-yl}-2,6-naphthyridin-3-yl)oxetane-2-carboxamide